C(C)C=1C=C2C[C@H]([C@@H](N(C2=CC1)S(=O)(=O)C=1C=CC(=C(CO)C1)OCC1CCOCC1)C)O 5-((trans-6-ethyl-3-hydroxy-2-methyl-3,4-dihydroquinolin-1(2H)-yl)sulfonyl)-2-((tetrahydro-2H-pyran-4-yl)methoxy)benzyl alcohol